COC1=CC=C(C=C1)C1=NN(C=C1C=CC=1C=C(C(=O)O)C=CN1)C1=CC=CC=C1 2-(2-(3-(4-methoxyphenyl)-1-phenyl-1H-pyrazol-4-yl)vinyl)isonicotinic acid